C(C)(C)(C)OC(=O)N[C@H](C(=O)O)CSC1=C(C(=C(C=C1[N+](=O)[O-])C(=O)OC)F)C (2R)-2-(tert-butoxycarbonylamino)-3-(3-fluoro-4-methoxycarbonyl-2-methyl-6-nitro-phenyl)sulfanyl-propanoic acid